tert-butyl (2S,4R)-2-(5-((2,4-dimethoxybenzyl)amino)-7-methoxy-[1,2,4]triazolo[1,5-c]quinazolin-2-yl)-4-fluoropyrrolidine-1-carboxylate COC1=C(CNC2=NC=3C(=CC=CC3C=3N2N=C(N3)[C@H]3N(C[C@@H](C3)F)C(=O)OC(C)(C)C)OC)C=CC(=C1)OC